C(C)(C)NC=1C2=C(N=C(N1)NC1=C(C=C(C=C1)P(C)(C)=O)OC)NC=C2C(F)(F)F (4-((4-(isopropylamino)-5-(trifluoromethyl)-7H-pyrrolo[2,3-d]pyrimidin-2-yl)amino)-3-methoxyphenyl)dimethyl-phosphine oxide